CC=1N=C2N(C=C(N=C2)C(=O)NC2=CC=C(C=C2)N2CCN(CC2)C(=O)OC(C)(C)C)C1 tert-butyl 4-(4-(2-methylimidazo[1,2-a]pyrazine-6-carboxamido)phenyl)piperazine-1-carboxylate